(7S)-2-chloro-7-ethyl-7-methyl-7,8-dihydropteridin-6(5H)-one ClC1=NC=2N[C@@](C(NC2C=N1)=O)(C)CC